(2R)-2-[6-(2,5-dichloropyrimidin-4-yl)-1-oxo-2,3-dihydro-1H-isoindol-2-yl]-N-[(1R)-1-(3-ethoxyphenyl)ethyl]-3-hydroxypropanamide ClC1=NC=C(C(=N1)C1=CC=C2CN(C(C2=C1)=O)[C@@H](C(=O)N[C@H](C)C1=CC(=CC=C1)OCC)CO)Cl